[Li].CCOC1=CSC=C1OCC 3,4-bis(2-ethoxy)thiophene lithium